7-chloro-[1,2,4]triazolo[4,3-a]pyridine ClC1=CC=2N(C=C1)C=NN2